4-(2-(2-(cyclopropanesulfonamido)-2-oxoethoxy)-3-fluoro-4-methylbenzyl)piperazine-1-carboxylic acid 1,1,1,3,3,3-hexafluoropropan-2-yl ester FC(C(C(F)(F)F)OC(=O)N1CCN(CC1)CC1=C(C(=C(C=C1)C)F)OCC(=O)NS(=O)(=O)C1CC1)(F)F